Cl.N[C@@H](C[C@H]1C(NCC1)=O)C(C1=CN=CN1COCC[Si](C)(C)C)=O (S)-3-((S)-2-amino-3-oxo-3-(1-((2-(trimethylsilyl)ethoxy)methyl)-1H-imidazol-5-yl)propyl)pyrrolidin-2-one hydrochloride